C(C)(=O)C(C(=O)O)CCCCCCCCCC\C=C/CCCCCCCC acetyl-erucic acid